NC1=NC(=NC=C1)N1C[C@H]([C@@H](CC1)OC)C#N trans-1-(4-aminopyrimidin-2-yl)-4-methoxypiperidine-3-carbonitrile